C(C=C)(=O)[O-].[Si+4].C(C=C)(=O)[O-].C(C=C)(=O)[O-].C(C=C)(=O)[O-] silicon acrylate